BrC1=C(C=CC(=C1)\C=C\C=1SC2=C(N1)C=C(C(=C2)N(C(C)C)CCOCCF)C)O (E)-2-bromo-4-(2-(6-((2-(2-fluoroethoxy)ethyl)(isopropyl)amino)-5-methylbenzothiazol-2-yl)vinyl)phenol